5-(6-(2-(4-(3-(1-(5-chloropyrimidin-2-yl)piperidin-4-yl)propoxy)-2-fluorophenyl)acetyl)-2,6-diazaspiro[3.4]octan-2-yl)-5-oxopentane-1-sulfonic acid ClC=1C=NC(=NC1)N1CCC(CC1)CCCOC1=CC(=C(C=C1)CC(=O)N1CC2(CN(C2)C(CCCCS(=O)(=O)O)=O)CC1)F